2-(dimethylamino)acrylic acid ethyl ester C(C)OC(C(=C)N(C)C)=O